1-cyclohexyl-4-((1-phenethyl-1H-tetrazol-5-yl)(4-(trifluoromethyl)phenyl)methyl)piperazine C1(CCCCC1)N1CCN(CC1)C(C1=CC=C(C=C1)C(F)(F)F)C1=NN=NN1CCC1=CC=CC=C1